CC1=CC=2NC=C(C2S1)C 2,6-dimethyl-4H-thieno[3,2-b]pyrrole